((2R,3S,4R,5R)-5-(4-aminopyrrolo[2,1-f][1,2,4]triazin-7-yl)-5-cyano-3,4-dihydroxytetrahydrofuran-2-yl)methyl (3,3-difluorocyclobutyl) carbonate C(OC[C@H]1O[C@@]([C@@H]([C@@H]1O)O)(C#N)C1=CC=C2C(=NC=NN21)N)(OC2CC(C2)(F)F)=O